OC12C(=NC3=CN=CC=C3C1=O)N(CC2)C2=CC=C(C=C2)OC(F)(F)F 3a-Hydroxy-1-[4-(trifluoromethoxy)phenyl]-1H,2H,3H,3aH,4H-pyrrolo[2,3-b]1,7-naphthyridine-4-one